NCCN(C1=C2CN(CC2=CC=C1)C1C(NC(CC1)=O)=O)C 4-((2-aminoethyl)(methyl)amino)-2-(2,6-dioxopiperidin-3-yl)isoindoline